CC1=CN(C2=NC=CC(=C21)N2CCSC(=C2)C(=O)OCC)COCC[Si](C)(C)C ethyl 4-(3-methyl-1-((2-(trimethylsilyl)ethoxy)methyl)-1H-pyrrolo[2,3-b]pyridin-4-yl)-3,4-dihydro-2H-1,4-thiazine-6-carboxylate